8-Benzyl-6-(2,3-difluorophenyl)-2-(furan-2-ylmethyl)imidazo[1,2-a]pyrazin-3(7H)-one C(C1=CC=CC=C1)C1=C2N(C=C(N1)C1=C(C(=CC=C1)F)F)C(C(=N2)CC=2OC=CC2)=O